methyl 6-hydroxy-9-(piperidin-1-yl)-[1,2,4]triazolo[5,1-a]isoquinoline-5-carboxylate OC1=C(N2C(C3=CC(=CC=C13)N1CCCCC1)=NC=N2)C(=O)OC